BrC1=C(CCC2=CC=C(C=C12)Cl)C=O 1-bromo-7-chloro-3,4-dihydronaphthalene-2-carbaldehyde